C(CC)(=O)OCC(OC1=C(C=C(C=C1)CN1N=C(N(C1=O)C1=CC=C(C=C1)C(F)(F)F)C)C)C 2-Methyl-2-(2-methyl-4-((3-methyl-5-oxo-4-(4-(trifluoromethyl)phenyl)-4,5-dihydro-1H-1,2,4-triazol-1-yl)methyl)phenoxy)ethyl propionate